CC1=C(C2=C(OCCO2)C=C1NC1=NC(=CC(=N1)C)NC)C=1CCCN(CC1)C(=O)OC(C)(C)C tert-butyl 5-[6-methyl-7-[[4-methyl-6-(methylamino) pyrimidin-2-yl] amino]-2,3-dihydro-1,4-benzodioxin-5-yl]-2,3,4,7-tetrahydroazepine-1-carboxylate